(S)-2-amino-2-(4-chloro-3-(1-(difluoromethyl)-1H-1,2,4-triazol-5-yl)phenyl)ethyl (1-(difluoromethyl)cyclopropyl)carbamate FC(C1(CC1)NC(OC[C@H](C1=CC(=C(C=C1)Cl)C1=NC=NN1C(F)F)N)=O)F